tert-butyl (4S)-4-[3-(5-bromo-2-pyridyl)-3-[[6-[(6-tert-butyl-2-fluoro-pyridine-3-carbonyl)sulfamoyl]-2-pyridyl]amino]propyl]-2,2-dimethyl-pyrrolidine-1-carboxylate BrC=1C=CC(=NC1)C(CC[C@H]1CC(N(C1)C(=O)OC(C)(C)C)(C)C)NC1=NC(=CC=C1)S(NC(=O)C=1C(=NC(=CC1)C(C)(C)C)F)(=O)=O